ClC1=C(C(=CC=C1Cl)OC)C1CCC(N1C(=O)[O-])C(=O)[O-] 5-(2,3-dichloro-6-methoxyphenyl)pyrrolidine-1,2-dicarboxylate